N-[4-(2-benzoxazolyl)phenyl]maleimide O1C(=NC2=C1C=CC=C2)C2=CC=C(C=C2)N2C(C=CC2=O)=O